benzalparaben C(C1=CC=CC=C1)=C1C(C(O)=O)C=CC(=C1)O